P(=O)(O)(O)OCCCCOC(C=C)=O acryloyloxybutyl dihydrogenphosphate